(2'-hydroxypropoxy)-methyl-propane OC(COC(CC)C)C